C(C)(C)(C)OC(=O)NC(C(=O)O)CC(=C)C 2-((tert-butoxycarbonyl)amino)-4-methylpent-4-enoic acid